NC=1SC(=CN1)C(=O)C1=CC(=CC(=C1)F)F (2-aminothiazol-5-yl)(3,5-difluorophenyl)methanone